C1(CC1)C1=NC=NC(=C1C1=NCC=2C(=N1)N(NC2)[C@H](C)C2=CC=C(C=C2)C=2N(C=C(N2)C(F)(F)F)CC)OC (R)-6-(4-cyclopropyl-6-methoxypyrimidin-5-yl)-1-(1-(4-(1-ethyl-4-(trifluoromethyl)-1H-imidazol-2-yl)phenyl)ethyl)4H-pyrazolo[3,4-d]pyrimidine